naphthalen-2-yl cyclopropylcarbamate C1(CC1)NC(OC1=CC2=CC=CC=C2C=C1)=O